C1CCC2=C(C=3CCCC3C=C12)NC(=O)N[S@](=O)(=N)C=1C=NN2C1SCCC2 (R)-N-((1,2,3,5,6,7-hexahydro-s-indacen-4-yl)carbamoyl)-6,7-dihydro-5H-pyrazolo[5,1-b][1,3]thiazine-3-sulfonimidamide